FC=1C=C2N=CC(=NC2=CC1)N1C[C@H](NCC1)C 6-fluoro-2-[(3R)-3-methylpiperazin-1-yl]quinoxaline